(R)-1-phenylethyl (4-chloro-1-(4'-(1-(cyanocarbamoyl)cyclopropyl)-[1,1'-biphenyl]-4-yl)-1H-pyrazol-5-yl)carbamate ClC=1C=NN(C1NC(O[C@H](C)C1=CC=CC=C1)=O)C1=CC=C(C=C1)C1=CC=C(C=C1)C1(CC1)C(NC#N)=O